(R)-20-(4-(4-(6-amino-5-(1-(2,6-dichloro-3-fluorophenyl)ethoxy)pyridin-3-yl)-1H-pyrazol-1-yl)piperidin-1-yl)-3,6,9,12,15,18-hexaoxaicosanoic acid NC1=C(C=C(C=N1)C=1C=NN(C1)C1CCN(CC1)CCOCCOCCOCCOCCOCCOCC(=O)O)O[C@H](C)C1=C(C(=CC=C1Cl)F)Cl